N-methyl-N-(1-methyl-5-(pyridin-4-yl)-1H-imidazol-2-yl)propanamide CN(C(CC)=O)C=1N(C(=CN1)C1=CC=NC=C1)C